3'-bromo-2,2'-dimethyl-[1,1-biphenyl]-3-carbaldehyde BrC=1C(=C(C=CC1)C1=C(C(=CC=C1)C=O)C)C